3-chloro-2-(5,8-dichloro-2-methyl-4-oxo-1,6-naphthyridin-1(4H)-yl)benzonitrile ClC=1C(=C(C#N)C=CC1)N1C(=CC(C2=C(N=CC(=C12)Cl)Cl)=O)C